bismuth selenide potassium [K].[Bi]=[Se]